C(C)OC(=O)C=1C=C(C2=CC=C(C=C2C1)C1=CC=C(C=C1)C(F)(F)F)C1=CC=C(C=C1)C1(CC2(CN(C2)C(=O)OC(C)(C)C)C1)O tert-Butyl 6-(4-(3-(ethoxycarbonyl)-6-(4-(trifluoromethyl)phenyl)naphthalen-1-yl)phenyl)-6-hydroxy-2-azaspiro[3.3]heptane-2-carboxylate